1-({1-[2-(difluoromethoxy)-4-(trifluoromethyl)phenyl]pyrrolo[1,2-d][1,2,4]triazin-4-yl}amino)-2-methylpropan-2-ol FC(OC1=C(C=CC(=C1)C(F)(F)F)C=1C=2N(C(=NN1)NCC(C)(O)C)C=CC2)F